N-(8-(2-chloro-5-fluorophenyl)-3-(methylcarbamoyl)-6-oxo-5,6,7,8-tetrahydroimidazo[1,5-a]pyrazin-1-yl)-5-cyanobenzo[d]isothiazole-3-carboxamide ClC1=C(C=C(C=C1)F)C1C=2N(CC(N1)=O)C(=NC2NC(=O)C2=NSC1=C2C=C(C=C1)C#N)C(NC)=O